1-(Benzyloxy)-2-iodo-3-methoxy-5-(trifluoromethyl)benzene C(C1=CC=CC=C1)OC1=C(C(=CC(=C1)C(F)(F)F)OC)I